C(C)N(C(=O)P(O)(O)=O)CC.CN(C(C1=CC=CC=C1)C(=O)O)C(=O)OC(C)(C)C methyl-N-t-butoxycarbonylphenylglycine N,N-diethylcarbamylphosphonate